ClC1=C(C=C2C(=C(NC2=C1)C(=O)N1CCC(CC1)C=1C(=C2CN(C(C2=CC1)=O)C1C(NC(CC1)=O)=O)F)C)OC 3-(5-(1-(6-Chloro-5-methoxy-3-methyl-1H-indole-2-carbonyl)piperidin-4-yl)-4-fluoro-1-oxoisoindolin-2-yl)piperidine-2,6-dione